NC1=NC=C(C=N1)\C=C(/F)\C=1C=C(C(=O)N[C@H](CO)CCOC(F)(F)F)C=CC1OC(F)F 3-[(1Z)-2-(2-aminopyrimidin-5-yl)-1-fluorovinyl]-4-(difluoromethoxy)-N-[(2S)-1-hydroxy-4-(trifluoromethoxy)butan-2-yl]benzamide